(S)-1-(5-(6-chloro-3-(1H-imidazol-1-yl)-5-methoxy-1-methyl-1H-pyrrolo[3,2-b]-pyridin-2-yl)-4H-1,2,4-triazol-3-yl)-N,N-dimethylethan-1-amine ClC=1C=C2C(=NC1OC)C(=C(N2C)C=2NC(=NN2)[C@H](C)N(C)C)N2C=NC=C2